COC=1C=C(C=CC1)C=1C(OC2=CC(=CC=C2C1C)OC1OCCCC1)C1=CC=C(C=C1)C#CC 3-{4-[3-(3-Methoxyphenyl)-4-methyl-7-(tetrahydropyran-2-yloxy)-2H-chromen-2-yl]phenyl}prop-2-yn